ClC=1C=CC(=C(C(=O)C2CCN(CC2)C2=C(C=C(C=C2)C#N)NC(=O)C=2C(N(C=CC2)C)=O)C1)F N-(2-(4-(5-chloro-2-fluorobenzoyl)piperidin-1-yl)-5-cyanophenyl)-1-methyl-2-oxo-1,2-dihydropyridine-3-carboxamide